2-(2-(2-hydroxyethoxy)ethoxy)benzaldehyde OCCOCCOC1=C(C=O)C=CC=C1